2-amino-4-chloro-5-bromobenzoic acid NC1=C(C(=O)O)C=C(C(=C1)Cl)Br